ClC1=CC=C(C(=C1C1CC(=NO1)C=1N=C(SC1)C1CCN(CC1)C(COC=1C=NC(=NC1)OC)=O)F)F 1-(4-(4-(5-(6-chloro-2,3-difluorophenyl)-4,5-dihydroisoxazol-3-yl)thiazol-2-yl)piperidin-1-yl)-2-((2-methoxypyrimidin-5-yl)oxy)ethan-1-one